(R)-N-(4-(1-(3-(difluoromethyl)-2-fluorophenyl)ethylamino)-2-methylpyrido[2,3-d]pyrimidin-6-yl)methanesulfonamide FC(C=1C(=C(C=CC1)[C@@H](C)NC=1C2=C(N=C(N1)C)N=CC(=C2)NS(=O)(=O)C)F)F